4-bromo-2-(oxazol-5-yl)aniline BrC1=CC(=C(N)C=C1)C1=CN=CO1